N1(C=NC=C1)CC1=CC(=C2CCN(C(C2=C1)=O)C1=NC(=NC2=CC(=C(C=C12)OC)OC)CC)C=1C(=NN(C1)C)C(F)(F)F 7-((1H-imidazol-1-yl)methyl)-2-(2-ethyl-6,7-dimethoxyquinazolin-4-yl)-5-(1-methyl-3-(trifluoromethyl)-1H-pyrazol-4-yl)-3,4-dihydroisoquinolin-1(2H)-one